benzyl 2-(3-ethyl-7-morpholino-3H-imidazo[4,5-b]pyridin-5-yl)hydrazinecarboxylate C(C)N1C=NC=2C1=NC(=CC2N2CCOCC2)NNC(=O)OCC2=CC=CC=C2